N1N=CC2=C1N=C1N(C2=O)CCC1 7,8-dihydro-1H-pyrazolo[3,4-d]pyrrolo[1,2-a]pyrimidine-4(6H)-one